O=C1C(=CN=C(N1CC(=O)OCC)C1=CC=C(C=C1)OCC1=NC=CC=C1)NC(C1=CC=C(C=C1)C1=CC=CC=C1)=O ethyl 2-[6-oxo-5-[(4-phenylbenzoyl)amino]-2-[4-(2-pyridylmethoxy)-phenyl]pyrimidin-1-yl]acetate